ClC1=C(C=C(C=C1)CCC(=O)NC1=C(C(=NN1)C1=CC=NC=C1)C)F 3-(4-Chloro-3-fluorophenyl)-N-(4-methyl-3-(pyridin-4-yl)-1H-pyrazol-5-yl)propanamide